6-Chloro-1-methyl-3,4-dihydro-1,7-naphthyridin-2(1H)-one ClC=1C=C2CCC(N(C2=CN1)C)=O